5-((3-((tert-butoxycarbonyl)amino)-5-methyl-1H-pyrazol-1-yl)methyl)picolinate C(C)(C)(C)OC(=O)NC1=NN(C(=C1)C)CC=1C=CC(=NC1)C(=O)[O-]